[5-(4-aminocinnolin-7-yl)-2-methoxy-4-(4-methoxypyrazol-1-yl)phenyl]boronic acid formate salt C(=O)O.NC1=CN=NC2=CC(=CC=C12)C=1C(=CC(=C(C1)B(O)O)OC)N1N=CC(=C1)OC